(methylamino)acetonitrile hydrochloride Cl.CNCC#N